C(#N)CC(=O)NC1=C(CCN(C1)C(=O)OC(C)(C)C)C(=O)OCC 1-tert-butyl 4-ethyl 5-(2-cyanoacetamido)-3,6-dihydropyridine-1,4(2H)-dicarboxylate